6-methanesulfonyl-N1-methylbenzene-1,2-diamine dihydrochloride Cl.Cl.CS(=O)(=O)C=1C=CC=C(C1NC)N